BrC1=C(C=C2C(=NC(=NC2=C1F)Cl)N(C1C(N(CC1)C(=O)OC(C)(C)C)C)C)C(F)(F)F tert-butyl 3-[[7-bromo-2-chloro-8-fluoro-6-(trifluoromethyl) quinazolin-4-yl]-methyl-amino]-2-methyl-pyrrolidine-1-carboxylate